COC1=CC=C(C=C1)S(=O)/N=N/C1CN(CC1)C(=O)OC(C)(C)C tert-butyl (E)-3-(((4-methoxyphenyl) sulfinyl)diazenyl)pyrrolidine-1-carboxylate